NC=1C2=C(N=CN1)N(C=C2C#CC2=C(C1=C(N(C=N1)C(F)F)C=C2F)F)[C@H]2C[C@@H](N(C2)C(C=C)=O)COC 1-[(2R,4S)-4-(4-amino-5-[2-[1-(difluoromethyl)-4,6-difluoro-1,3-benzodiazol-5-yl]ethynyl]pyrrolo[2,3-d]pyrimidin-7-yl)-2-(methoxymethyl)pyrrolidin-1-yl]prop-2-en-1-one